methyl (S)-5-((1-(2-chlorophenyl)ethyl)amino)pyrimidine-2-carboxylate ClC1=C(C=CC=C1)[C@H](C)NC=1C=NC(=NC1)C(=O)OC